BrC=1C=CC2=C(N(C=N2)C2CC2)C1 6-bromo-1-cyclopropyl-1H-benzo[d]Imidazole